2-[(2S,5S)-2-(3-acetamidocyclobutyl)-5-methyl-1-piperidyl]-N-(6-amino-5-methyl-3-pyridyl)-2-oxo-acetamide C(C)(=O)NC1CC(C1)[C@H]1N(C[C@H](CC1)C)C(C(=O)NC=1C=NC(=C(C1)C)N)=O